methyl (2E)-3-[2-(1,3-dioxolan-2-yl)-3-[(4-methoxyphenyl)methoxy]phenyl]prop-2-enoate O1C(OCC1)C1=C(C=CC=C1OCC1=CC=C(C=C1)OC)/C=C/C(=O)OC